FC=1C=C(C=CC1)CNC(=O)N1CCC2(C(C2)CNC(=O)C2=CC=3C(=CN=CC3)O2)CC1 N-[[6-[(3-fluorophenyl)methylcarbamoyl]-6-azaspiro[2.5]octan-2-yl]methyl]furo[2,3-c]pyridine-2-carboxamide